Methyl 4-[4-(3-aminopropanamido)-1-methylimidazole-2-amido]-1-methylpyrrole-2-carboxylate hydrochloride Cl.NCCC(=O)NC=1N=C(N(C1)C)C(=O)NC=1C=C(N(C1)C)C(=O)OC